P(=O)([O-])([O-])F.P(=O)(O)(O)F.P(=O)([O-])([O-])F.P(=O)([O-])([O-])F.[U+6] uranium tetrafluorophosphate